tert-Butyl 4-(1-(3-cyano-6-(4H-spiro[furo[3,4-d]thiazole-6,4'-piperidin]-1'-yl)-2-(trifluoromethyl)pyridin-4-yl)azetidin-3-yl)piperazine-1-carboxylate C(#N)C=1C(=NC(=CC1N1CC(C1)N1CCN(CC1)C(=O)OC(C)(C)C)N1CCC2(CC1)OCC=1N=CSC12)C(F)(F)F